(S)-N-(6-(1,4-dimethyl-1H-1,2,3-triazol-5-yl)-1-methyl-4-(phenyl-(tetrahydro-2H-pyran-4-yl)methyl)-1,4-dihydropyrazolo[3',4':4,5]Pyrrolo[3,2-b]Pyridin-3-yl)methanesulfonamide CN1N=NC(=C1C=1C=C2C(=NC1)C1=C(N2[C@@H](C2CCOCC2)C2=CC=CC=C2)C(=NN1C)NS(=O)(=O)C)C